tert-Butyl 4-(1-hydroxy-1-methyl-ethyl)-2-azabicyclo[2.1.1]hexane-2-carboxylate OC(C)(C)C12CN(C(C1)C2)C(=O)OC(C)(C)C